2-((2-(2-oxoimidazolidin-1-yl)ethyl)(2-(piperazin-1-yl)ethyl)amino)acetonitrile O=C1N(CCN1)CCN(CC#N)CCN1CCNCC1